FC1(CN(CC1)CC(=O)NCC1=CC(=NC=C1)OCC(F)(F)F)F 2-(3,3-Difluoropyrrolidin-1-yl)-N-((2-(2,2,2-trifluoroethoxy)pyridin-4-yl)methyl)acetamide